C1(CCCC1)C1=C(C(=O)N)C=C(C=C1)NC(C1=C(C=CC(=C1)[N+](=O)[O-])SC1=NN=NN1C)=O 2-cyclopentyl-5-[2-[(1-methyl-1H-1,2,3,4-tetrazol-5-yl)sulfanyl]-5-nitrobenzamido]benzamide